C1NCCC2=CC=C(C=C12)NN1C(C=CC=C1)=O ((1,2,3,4-tetrahydroisoquinoline-7-yl)amino)pyridin-2(1H)-one